(R)-N-(1-(3-(1,1-difluoro-2-hydroxyethyl)phenyl)ethyl)-4-oxo-5-(tetrahydro-2H-pyran-4-yl)-4,5-dihydro-2H-pyrazolo[4,3-c]pyridine-7-carboxamide FC(CO)(F)C=1C=C(C=CC1)[C@@H](C)NC(=O)C=1C=2C(C(N(C1)C1CCOCC1)=O)=CNN2